C(C=C)(=O)N1CC(CC1)(C(F)(F)F)OC(NCCOCCOC1=C(C=CC(=C1)F)C=1N=NC(=C2C1SC=C2)C=2C=C1CCN(CC1=CC2)C)=O [1-prop-2-enoyl-3-(trifluoromethyl)pyrrolidin-3-yl]N-[2-[2-[5-fluoro-2-[4-(2-methyl-3,4-dihydro-1H-isoquinolin-6-yl)thieno[2,3-d]pyridazin-7-yl]phenoxy]ethoxy]ethyl]carbamate